FC=1C(=C(C=CC1F)[C@H]1[C@@H](O[C@]([C@H]1C)(C(F)(F)F)C)C(=O)NC=1C=NC(=CC1)[C@H](CO)O)OC (2R,3s,4s,5R)-3-(3,4-difluoro-2-methoxyphenyl)-N-(6-((R)-1,2-dihydroxyethyl)pyridin-3-yl)-4,5-dimethyl-5-(trifluoromethyl)tetrahydrofuran-2-carboxamide